C[Si](C1C=CC2=C(C=3CCCC3C=C12)C1=CC=CC=C1)(C1C=C(C2=CC=CC=C12)C(C)CCC)C Dimethyl-(3-(pentan-2-yl)-1H-inden-1-yl)(4-phenyl-1,5,6,7-tetrahydro-s-indacen-1-yl)silane